N,N-bis(2-hydroxyethyl)dimethylaniline OCCN(C1=C(C(=CC=C1)C)C)CCO